4-(4,4,5,5-Tetramethyl-1,3,2-dioxaborolan-2-yl)naphthalene-2-ol CC1(OB(OC1(C)C)C1=CC(=CC2=CC=CC=C12)O)C